CN1N=CC(=C1)NC1=NN2C(C=N1)=C(C=C2)C2=CC=1C(=NC=CN1)N=C2 N-(1-methyl-1H-pyrazol-4-yl)-5-(pyrido[2,3-b]pyrazin-7-yl)pyrrolo[2,1-f][1,2,4]triazin-2-amine